FC1=CC=C(C=N1)C#CC(=O)NNC1=NC=CC=C1SC 3-(6-fluoropyridin-3-yl)-N'-[3-(methylsulfanyl)pyridin-2-yl]prop-2-ynehydrazide